NC(C)C1=C(CN(C(C(C)(C)C)=O)CC(NC=2C=C3CC4(C(NC5=NC=CC=C54)=O)CC3=CC2)=O)C=CC=C1 N-(2-(1-Aminoethyl)benzyl)-N-(2-oxo-2-((2'-oxo-1,1',2',3-tetrahydrospiro[indene-2,3'-pyrrolo[2,3-b]pyridin]-5-yl)amino)ethyl)pivalamide